4-(8-methyl-4-oxo-2-thioxo-1,3,8-triazaspiro[4.5]dec-3-yl)-2-trifluoromethyl-benzonitrile CN1CCC2(C(N(C(N2)=S)C2=CC(=C(C#N)C=C2)C(F)(F)F)=O)CC1